F[P-](F)(F)(F)(F)F.C(#N)/C(/C(=O)OCC)=N/OC(=[N+](C)C)N1CCOCC1 {[(Z)-(1-Cyano-2-ethoxy-2-oxoethylidene)amino]oxy}-N,N-dimethyl(morpholin-4-yl)methaniminium hexafluorophosphate